FC1=C(C=C(C=C1)F)C1=CC=C(N=N1)NC1[C@H]2CN(C[C@@H]12)CC1=C(C=CC=C1)F (1s,5r)-N-[6-(2,5-difluorophenyl)pyridazin-3-yl]-3-[(2-fluorophenyl)methyl]-3-azabicyclo[3.1.0]hexan-6-amine